CC=1C=CC2=C(C(C=C(O2)OCC(=O)N(CC=2SC=CC2)C2=CC=CC=C2)=O)C1 2-(6-methyl-4-oxo-4H-benzopyran-2-yloxy)-N-phenyl-N-(thiophen-2-ylmethyl)acetamide